N=1N2C(=NC1)SC=C2C(=O)O Thiazolo[3,2-b][1,2,4]Triazole-6-carboxylic acid